2-amino-4,6-dichloro-pyrimidine-5-carbaldehyde NC1=NC(=C(C(=N1)Cl)C=O)Cl